[Pd+2].FC1=C(C(=C(C(=C1F)F)F)F)C=1C2=CC=C(N2)C(=C2C=CC(C(=C3C=CC(=C(C=4C=CC1N4)C4=C(C(=C(C(=C4F)F)F)F)F)N3)C3=C(C(=C(C(=C3F)F)F)F)F)=N2)C2=C(C(=C(C(=C2F)F)F)F)F 5,10,15,20-tetrakis-(2,3,4,5,6-pentafluorophenyl)porphyrin palladium (II)